O1C(CCCC1)OC(CC(=O)O)CCCC 3-((tetrahydro-2H-pyran-2-yl)oxy)heptanoic acid